O=C1NC(CCC1N1CC2=CC=C(C=C2C1=O)CNC(OCC1=CC=C(C=C1)OCC1CC1)=O)=O [4-(cyclopropylmethoxy)phenyl]methyl N-{[2-(2,6-dioxopiperidin-3-yl)-3-oxo-2,3-dihydro-1H-isoindol-5-yl]methyl}carbamate